ClC1=CC=C(CN2[C@H]3CC(C[C@@H]2CC3)NC(=O)C3=CC=C2C(=N3)NC=C2)C=C1 N-((1R,3s,5S)-8-(4-chlorobenzyl)-8-azabicyclo[3.2.1]octan-3-yl)-1H-pyrrolo[2,3-b]pyridine-6-carboxamide